C(C1=CC=CC=C1)OC=1C(=NC=NC1OCC1=CC=CC=C1)CN1C(C(N(CC1)C(C)C)=O)C1=CC=C(C=C1)I 4-((5,6-bis(benzyloxy)pyrimidin-4-yl)methyl)-3-(4-iodophenyl)-1-isopropyl-piperazin-2-one